5-chloro-4-fluoro-2-methoxybenzaldehyde ClC=1C(=CC(=C(C=O)C1)OC)F